3a,6a-dimethyloctahydropyrrolo[3,4-c]pyrrole CC12C(CNC1)(CNC2)C